(phenyldiazenyl)pyrimidine C1(=CC=CC=C1)N=NC1=NC=CC=N1